NC1=C(C=CC(=C1)OC(F)(F)F)C(=O)N1C[C@H](CC1)C1=C2C(=NC=C1)NC(=N2)C2CCOCC2 |r| (rac)-[2-amino-4-(trifluoromethoxy)phenyl]-[3-(2-tetrahydropyran-4-yl-3H-imidazo[4,5-b]pyridin-7-yl)pyrrolidin-1-yl]methanone